(±)-4,5-dichloro-N-[3-[4-[(E)-1-cyclopropyl-2-methoxyvinyl]phenyl]tetrahydrofuran-3-yl]-1-methyl-indole-2-carboxamide ClC1=C2C=C(N(C2=CC=C1Cl)C)C(=O)N[C@@]1(COCC1)C1=CC=C(C=C1)\C(=C\OC)\C1CC1 |r|